ClC1=C(C=C(C=C1F)C=1N=NN(C1)[C@@H]1[C@H]([C@@H](SC2=C(C=CC(=C2)Cl)C(=O)N2CCCCC2)O[C@@H]([C@@H]1O)CO)OC)F 2-(N-piperidinyl-carbonyl)-5-chloro-phenyl 3-[4-(4-chloro-3,5-difluorophenyl)-1H-1,2,3-triazol-1-yl]-3-deoxy-2-O-methyl-1-thio-α-D-galactopyranoside